FC1=C(OC2=CC=C(C=C2C1=O)O)C1=CC=C(C=C1)O 3-fluoro-6-hydroxy-2-(4-hydroxyphenyl)-4H-chromen-4-one